4-[1-(2,6-dioxo-3-piperidyl)-3-methyl-2-oxo-benzimidazol-5-yl]-N-[2-fluoro-5-[(4-oxo-1-piperidyl)sulfonylmethyl]phenyl]piperidine-1-carboxamide O=C1NC(CCC1N1C(N(C2=C1C=CC(=C2)C2CCN(CC2)C(=O)NC2=C(C=CC(=C2)CS(=O)(=O)N2CCC(CC2)=O)F)C)=O)=O